Z-butyl carbonate C(OCCCC)([O-])=O